NC1=NC(=C2N=CN(C2=N1)[C@H]1C=C[C@H](C1)CO[P@](=O)(OC1=CC=CC=C1)N[C@@H](C)C(=O)OC(C)C)N1CCOCC1 Isopropyl ((S)-(((1S,4R)-4-(2-amino-6-morpholino-9H-purin-9-yl)cyclopent-2-en-1-yl)methoxy)(phenoxy)phosphoryl)-L-alaninate